ClC=1C=CC(=C(C1)O)C1=C2C(=C(N=N1)NCC=1N=COC1)C=NC=C2 5-chloro-2-(4-((oxazol-4-ylmethyl)amino)pyrido[3,4-d]pyridazin-1-yl)phenol